FC(C1=CC=C(C=C1)CC(=O)O)F 2-(4-(difluoromethyl)phenyl)acetic acid